L(-)-cystine C([C@@H](C(=O)O)N)SSC[C@@H](C(=O)O)N